O[C@H](C[C@@H]1OC[C@H]([C@@H]([C@H]1O)O)O)C (2S,3R,4S,5R)-2-((S)-2-hydroxypropyl)tetrahydro-2H-pyran-3,4,5-triol